C(C1=CC=CC=C1)NC(=O)C1=C(SC2=C1CCCC2)NC(CSC2=NN=C1N2CCCCC1)=O N-benzyl-2-(2-{5H,6H,7H,8H,9H-[1,2,4]triazolo[4,3-a]azepin-3-ylsulfanyl}acetamido)-4,5,6,7-tetrahydro-1-benzothiophene-3-carboxamide